1-methyl-3-(4-(trifluoromethyl)phenyl)-1,3,8-triazaspiro[4.5]decane-2,4-dione hydrochloride Cl.CN1C(N(C(C12CCNCC2)=O)C2=CC=C(C=C2)C(F)(F)F)=O